2-acryloxy-n-propylthio-5-n-pentylthio-1,3,4-thiadiazole C(C=C)(=O)OC(CSC=1SC(=NN1)SCCCCC)C